F[C@]1(CN(CC[C@H]1O)C1=NC=CC(=N1)NC=1N=CC2=C(N=CC(=C2C1)C(C)C)N1CCC12CNC2)C (3S,4R)-3-fluoro-1-(4-((5-isopropyl-8-(1,6-diazaspiro[3.3]heptan-1-yl)-2,7-naphthyridin-3-yl)amino)pyrimidin-2-yl)-3-methylpiperidin-4-ol